OC1=CC2=C(N=CO2)C=C1C#N 6-hydroxybenzo[d]oxazole-5-carbonitrile